4H-carbazole C=1C=CCC2=C3C=CC=CC3=NC12